2-((S)-3-((S)-sec-butyl)-7-cyano-2-oxo-5-phenyl-2,3-dihydro-1H-benzo[e][1,4]diazepin-1-yl)acetic acid [C@H](C)(CC)[C@@H]1N=C(C2=C(N(C1=O)CC(=O)O)C=CC(=C2)C#N)C2=CC=CC=C2